C(CCC)(=O)OC(C)N1C(C=CC2=CC=C(C=C12)OCCCCN1CCN(CC1)C1=CC=CC=2SC=CC21)=O 1-(7-(4-(4-(benzo[b]thiophen-4-yl)piperazin-1-yl)butoxy)-2-oxoquinolin-1(2H)-yl)ethyl butyrate